C(C1=CC=CC=C1)C1(CC(=NO1)CNC(=O)C=1C=2C=CC=NC2C=CC1)C(=O)OC methyl 5-benzyl-3-[(quinoline-5-carbonylamino)methyl]-4H-isoxazole-5-carboxylate